C(C)N1N=C(NC1=O)C(=O)OCC ethyl 1-ethyl-5-oxo-4H-1,2,4-triazole-3-carboxylate